[N+](=O)([O-])C1=CC=C(C=C1)C1=CC=C(C=C1)CC(=O)OCC1=CC=CC=C1 benzyl 2-(4'-nitro-[1,1'-biphenyl]-4-yl)acetate